C(CCCCCCCCCCCCCCCCC)C(C(=O)N)CCCCCCCCCCCCCCCCCC stearyl-arachidamide